CCCC(C/C=C\\C/C=C\\C/C=C\\C/C=C\\CCCC(=O)[O-])O The molecule is a HETE anion that is the conjugate base of 17-HETE, arising from deprotonation of the carboxy group; major species at pH 7.3. It is a conjugate base of a 17-HETE.